(6-phenylpiperidin-3-yl)Methanol C1(=CC=CC=C1)C1CCC(CN1)CO